NCCCN1C=C(C2=CC(=CC=C12)CN1CCN(CC1)CC1=CC=C(CN2CCN(CC2)C=2C=C3C(N(C(C3=CC2)=O)C2C(NC(CC2)=O)=O)=O)C=C1)C1=CC=C(C=C1)OC(F)(F)F 5-(4-(4-((4-((1-(3-aminopropyl)-3-(4-(trifluoromethoxy)phenyl)-1H-indol-5-yl)methyl)piperazin-1-yl)methyl)benzyl)piperazin-1-yl)-2-(2,6-dioxopiperidin-3-yl)isoindoline-1,3-dione